tert-butyl (1-(4-amino-6-chloro-5-fluoronicotinoyl)azetidin-3-yl)(methyl)carbamate NC1=C(C(=NC=C1C(=O)N1CC(C1)N(C(OC(C)(C)C)=O)C)Cl)F